C(C1=CC=CC=C1)OCCC1(COC2=C1C=CC(=C2CNC2C(NC(CC2)=O)=O)C(=O)O)C 3-(2-(benzyloxy)ethyl)-7-(((2,6-dioxopiperidin-3-yl)amino)methyl)-3-methyl-2,3-dihydrobenzofuran-6-carboxylic acid